3-(10-phenylanthracene-9-yl)-5,9-dioxa-13b-boranaphtho[3,2,1-de]anthracene C1(=CC=CC=C1)C1=C2C=CC=CC2=C(C2=CC=CC=C12)C1=CC=2OC=3C=CC=C4OC=5C=CC=CC5B(C34)C2C=C1